O1[C@@H]2CN([C@H](C3=C1C=CC=C3)C2)C(=O)C2CCNCC2 ((2S,5S)-2,3-dihydro-2,5-methanobenzo[f][1,4]oxazepin-4(5H)-yl)(piperidin-4-yl)methanone